cyclopropyl(3-(4-(4-(1-(pentan-3-yl)-1H-pyrazol-4-yl)pyrazolo[1,5-a]pyrazin-6-yl)-1H-pyrazol-1-yl)azetidin-1-yl)methanone C1(CC1)C(=O)N1CC(C1)N1N=CC(=C1)C=1N=C(C=2N(C1)N=CC2)C=2C=NN(C2)C(CC)CC